OC(CNCC1=CC=2N=C(N=CC2N=C1)C)C 7-((2-hydroxypropylamino)methyl)-2-methylpyrido[3,2-d]pyrimidin